CC1=CN=C(S1)C1=CC=C(C=C1)C1=CC=CC=2N1N=CC2C(=O)N2CCCCC2 [7-[4-(5-methylthiazol-2-yl)phenyl]pyrazolo[1,5-a]pyridin-3-yl]-(1-piperidyl)methanone